BrC=1C=CC(=C(C=NC=2C=C(C=CC2N=CC2=C(C=CC(=C2)Br)O)C2=CC=C(C=C2)C=O)C1)O 4-{3,4-bis-[(5-bromo-2-hydroxy-benzylidene)-amino]-phenyl}-phenyl-methanone